CC1=CC(=C(C=C1)C(C(=O)O)C)O 2-(4-methyl-2-hydroxyphenyl)propanoic acid